oxo-N-(tetrahydro-2H-pyran-4-yl)butanamide O=C(C(=O)NC1CCOCC1)CC